(3R)-3-(4-hydroxyphenyl)hex-4-ynoic acid methyl ester COC(C[C@@H](C#CC)C1=CC=C(C=C1)O)=O